FC1=C(C=CC(=C1)F)CON1N=C(C=C1)C1CCN(CC1)C(=O)OC(C)(C)C tert-butyl 4-[1-[(2,4-difluorophenyl)methoxy]pyrazol-3-yl]piperidine-1-carboxylate